C(C1=CC=CC=C1)(=O)N[C@@H](CC(=O)O)C(=O)O Benzoyl-Aspartic acid